CC1=C(C=C(C=C1)NC(=O)N1CC(=CC1)C(F)(F)F)B1OC(C(O1)(C)C)(C)C N-[4-methyl-3-(4,4,5,5-tetramethyl-1,3,2-dioxaborolan-2-yl)phenyl]-3-(trifluoromethyl)-2,5-dihydropyrrole-1-carboxamide